C(C1=CC=CC=C1)NC(C(=CO)C1=CC=C(C=C1)OC[C@H](CCC)C)=O (2S)-N-benzyl-3-hydroxy-2-{4-[(2-methylpentyl)oxy]phenyl}acrylamide